1-(2-Hydroxy-3-hexadecyloxy-propan-1-yl)-3-(4-vinylbenzyl)-1H-imidazolium 4-vinylbenzensulfonat C(=C)C1=CC=C(C=C1)S(=O)(=O)[O-].OC(CN1C=[N+](C=C1)CC1=CC=C(C=C1)C=C)COCCCCCCCCCCCCCCCC